C(C)C(CNC([C@@H](N)C)=O)CCCC N-(2-ethylhexyl)alaninamide